6-pentyl-2H-pyran-2-one C(CCCC)C1=CC=CC(O1)=O